FC1=C(N=CC2=C1N=C(N=C2N2CCS(CC2)(=N)=O)OC[C@]21CCCN1C[C@@H](C2)F)C2=CC(=CC1=CC=CC(=C21)F)O 4-(8-fluoro-7-(8-fluoro-3-hydroxynaphthalen-1-yl)-2-(((2R,7aS)-2-fluorotetrahydro-1H-pyrrolizin-7a(5H)-yl)methoxy)pyrido[4,3-d]pyrimidin-4-yl)-1-imino-1λ6-thiomorpholine 1-oxide